C(CCCCCCCCCCCCCCCCCCCCCCC)OC[C@@H](OCCCCCCCCCCCCCCCCCCCCCCCC)COP(=O)([O-])OCC[N+](C)(C)C 1,2-bis-tetracosanyl-sn-glycero-3-phosphocholine